C(\C=C\C(=O)O)(=O)O.C(C)(C)OC(=O)C(C(=O)OC(C)C)OP(O)(=O)CO[C@@H](CN1C2=NC=NC(=C2N=C1)N)C (R)-[[2-(6-amino-9H-purin-9-yl)-1-methylethoxy]methyl]phosphonic acid diisopropoxycarbonylmethyl ester fumarate